C12(C(CC(CC1)C2)CCO)CCO norbornandiethanol